6-chloro-2-(4-(dimethylamino)piperidin-1-yl)nicotinic acid ClC1=NC(=C(C(=O)O)C=C1)N1CCC(CC1)N(C)C